2-(difluoromethyl)-4-(4,4,5,5-tetramethyl-1,3,2-dioxaborolan-2-yl)pyridine FC(C1=NC=CC(=C1)B1OC(C(O1)(C)C)(C)C)F